(3R,4R)-4-(((7-((3-Aminobenzyl)(tert-butoxycarbonyl)amino)-3-isopropylpyrazolo[1,5-a]pyrimidin-5-yl)amino)methyltert-butyl)-3-fluoroPiperidine-1-carboxylic acid tert-butyl ester C(C)(C)(C)OC(=O)N1C[C@@H]([C@H](CC1)C(CCNC1=NC=2N(C(=C1)N(C(=O)OC(C)(C)C)CC1=CC(=CC=C1)N)N=CC2C(C)C)(C)C)F